(12R)-12-methyl-4-[[2-(trimethylsilyl)ethoxy]methyl]-13-oxo-2,4,10-triazatricyclo[7.4.0.0[3,7]]tridec-1(9),2,5,7-tetraene C[C@@H]1CNC=2C=C3C=CN(C3=NC2C1=O)COCC[Si](C)(C)C